1,4-diacetyl-phenyl-carboxylic acid C(C)(=O)C1(CC=C(C=C1)C(C)=O)C(=O)O